COC=1C=C(C(=O)N2[C@H](C[C@H](CC2)C2=C(C=C(N=N2)N)C)C)C=CC1OC=1C=NC(=CC1)OC 6-[(2S,4S)-1-{3-methoxy-4-[(6-methoxypyridin-3-yl)oxy]benzoyl}-2-methylpiperidin-4-yl]-5-methylpyridazin-3-amine